Ethyl (S)-3-(3-(1-(2-fluorobenzyl)-1H-1,2,4-triazole-3-carboxamido)-5-methyl-4-oxo-2,3,4,5-tetrahydrobenzo[b][1,4]oxazepin-7-yl)propanoate FC1=C(CN2N=C(N=C2)C(=O)N[C@@H]2C(N(C3=C(OC2)C=CC(=C3)CCC(=O)OCC)C)=O)C=CC=C1